FC(C(=O)NC1=C(C=CC(=C1)N1N=C(C=2C1=NC=CC2)C2=CC=C(C=C2)C(F)(F)F)C)=C 2-fluoro-N-(2-methyl-5-(3-(4-(trifluoromethyl)phenyl)-1H-pyrazolo[3,4-b]pyridin-1-yl)phenyl)acrylamide